tert-butyl 5-(((3aR,4S,7S,8R,8aR)-8-acetamido-2,2-dimethylhexahydro-4,7-epoxy[1,3]dioxolo[4,5-d]oxepin-4-yl)methoxy)pentanoate C(C)(=O)N[C@H]1[C@H]2OC[C@@]([C@H]3[C@@H]1OC(O3)(C)C)(O2)COCCCCC(=O)OC(C)(C)C